(3S,4R)-3-fluoro-1-{4-[(8-{3-[(1S)-1-methanesulfonyl-ethyl]azetidin-1-yl}-5-(propan-2-yl)-2,7-naphthyridin-3-yl)amino]pyrimidin-2-yl}-3-methyl-piperidin-4-ol F[C@]1(CN(CC[C@H]1O)C1=NC=CC(=N1)NC=1N=CC2=C(N=CC(=C2C1)C(C)C)N1CC(C1)[C@H](C)S(=O)(=O)C)C